NC=1C=CC=2C(N(C3=CC=CC1C23)C2C(NC(CC2)=O)=O)=O 3-(5-amino-2-oxo-benzo[cd]indol-1-yl)piperidine-2,6-dione